C(C)N(CC)CCN(CCOC(OC(CCCCC(=O)OCC(CCCCCC)CCCC)CCCCCC)=O)C(C)C 2-Butyloctyl 3-ethyl-12-hexyl-6-isopropyl-10-oxo-9,11-dioxa-3,6-diazaheptadecan-17-oate